NC(C(=O)O)CC1=COC=C1 2-amino-3-(furan-3-yl)propanoic acid